N-(6-bromo-3-chloro-2-fluorobenzyl)-1-((6-cyclopropylimidazo[1,2-a]pyridin-2-yl)methyl)-1H-pyrazole-4-carboxamide BrC1=CC=C(C(=C1CNC(=O)C=1C=NN(C1)CC=1N=C2N(C=C(C=C2)C2CC2)C1)F)Cl